C(CCCCCCCC=CCCCCCCCC)CC(CC(=O)[O-])=O 9-octadecenylacetoacetate